10,10',10''-(4'-(3-methyl-3H-imidazo[4,5-b]pyridin-2-yl)-[1,1'-biphenyl]-2,3,6-triyl)tris(5-methyl-5,10-dihydrophenazine) CN1C(=NC=2C1=NC=CC2)C2=CC=C(C=C2)C2=C(C(=CC=C2N2C1=CC=CC=C1N(C=1C=CC=CC21)C)N2C1=CC=CC=C1N(C=1C=CC=CC21)C)N2C1=CC=CC=C1N(C=1C=CC=CC21)C